1-(4-bromopyridin-2-yl)cyclobutane-1-carboxylic Acid BrC1=CC(=NC=C1)C1(CCC1)C(=O)O